1-propyl-1H-imidazole-4-carboxylate C(CC)N1C=NC(=C1)C(=O)[O-]